methyl N-(2-(3-(1-acetylpiperidin-4-yl)-5'-fluoro-1'-methyl-1H,1'H-[4,6'-biindazol]-1-yl)acetyl)-N-cyclopropylglycylglycinate C(C)(=O)N1CCC(CC1)C1=NN(C=2C=CC=C(C12)C1=C(C=C2C=NN(C2=C1)C)F)CC(=O)N(CC(=O)NCC(=O)OC)C1CC1